C(C)(C)C=1C(=NNC1C=1C=C(C=2N(C1)N=CN2)C)C=2C=CC(=NC2)CN(C)C 1-(5-(4-isopropyl-5-(8-methyl-[1,2,4]triazolo[1,5-a]pyridin-6-yl)-1H-pyrazol-3-yl)pyridin-2-yl)-N,N-dimethylmethylamine